4-(3-chloro-2-fluorophenyl)-5-fluoro-2-(4-fluoro-1-methyl-1H-pyrazol-3-yl)-4-methyl-3,4-dihydroisoquinolin-1(2H)-one, methanesulfonate salt CS(=O)(=O)O.ClC=1C(=C(C=CC1)C1(CN(C(C2=CC=CC(=C12)F)=O)C1=NN(C=C1F)C)C)F